(2S)-2-(4,4-difluoro-3-(2-oxohexahydropyrimidin-5-yl)piperidin-1-yl)-N-(2,2-difluoro-[1,3]dioxolo[4',5':4,5]benzo[1,2-d]thiazol-6-yl)propanamide FC1(C(CN(CC1)[C@H](C(=O)NC=1SC2=C(N1)C=C1C(=C2)OC(O1)(F)F)C)C1CNC(NC1)=O)F